N-(1-(3-chloro-5-(trifluoromethyl)pyridin-2-yl)azetidin-3-yl)-2-fluorobenzamide ClC=1C(=NC=C(C1)C(F)(F)F)N1CC(C1)NC(C1=C(C=CC=C1)F)=O